N1C=CC2=CC(=CC=C12)NC=1C=2C=CC=NC2C=CN1 N-(1H-indol-5-yl)-1,6-naphthyridin-5-amine